potassium trifluoro(propyl)boranuide F[B-](CCC)(F)F.[K+]